γ-acryloxypropyldiethoxymethoxysilane C(C=C)(=O)OCCC[SiH2]OC(OCC)OCC